BrC=1C=C(COCC2=C(C=CC(=N2)N(C(OC(C)(C)C)=O)CC2=CC=C(C=C2)OC)F)C=C(C1OC)NC1=C(N=NC(=C1)Cl)C(NC([2H])([2H])[2H])=O Tert-butyl (6-(((3-bromo-5-((6-chloro-3-((methyl-d3)carbamoyl)pyridazin-4-yl)amino)-4-methoxybenzyl)oxy)methyl)-5-fluoropyridin-2-yl)(4-methoxybenzyl)carbamate